dimethoxyethane C(OC)COC